2-((1,1-dimethylethyl)sulphonamido)-4-(trifluoromethyl)-N-(3-(trifluoromethyl)bicyclo[1.1.1]pentan-1-yl)benzamide CC(C)(C)S(=O)(=O)NC1=C(C(=O)NC23CC(C2)(C3)C(F)(F)F)C=CC(=C1)C(F)(F)F